3-[[6-[(5-bromo-2-pyridyl)oxy]-1,3-benzothiazol-2-yl]carbamoyl]bicyclo[2.2.1]hept-5-ene-2-carboxylic acid BrC=1C=CC(=NC1)OC1=CC2=C(N=C(S2)NC(=O)C2C(C3C=CC2C3)C(=O)O)C=C1